2-methoxyethyl-2H-triazole COCCN1N=CC=N1